2,4,6-tri(2-allylphenoxy)-1,3,5-triazine C(C=C)C1=C(OC2=NC(=NC(=N2)OC2=C(C=CC=C2)CC=C)OC2=C(C=CC=C2)CC=C)C=CC=C1